N-[(1S)-1-(dicyclopropylmethyl)-2-[4-(3,5-dimethyl-1H-pyrazol-4-yl)anilino]-2-oxo-ethyl]-2-ethyl-pyrazole-3-carboxamide C1(CC1)C([C@@H](C(=O)NC1=CC=C(C=C1)C=1C(=NNC1C)C)NC(=O)C=1N(N=CC1)CC)C1CC1